BrC1=CC(=CS1)C(C)(C)N 2-(5-bromothiophen-3-yl)propan-2-amine